(2-(methylthio)thiazol-4-yl)carbamic acid tert-butyl ester C(C)(C)(C)OC(NC=1N=C(SC1)SC)=O